C1(CCCCC1)[C@@H](C(=O)N1[C@@H](CC[C@@H]1C=1OC(=CC1)C)C(=O)N[C@H](C(=O)OCC1=CC=CC=C1)[C@H](CC)C)NC([C@H](C)NC)=O (2S,3S)-benzyl 2-((2S,5R)-1-((S)-2-cyclohexyl-2-((S)-2-(methylamino)propanamido)acetyl)-5-(5-methylfuran-2-yl)pyrrolidine-2-carboxamido)-3-methylpentanoate